5-(3-(6-(2-(6-methylpyridin-2-yl)acetamido)pyridazin-3-yl)pyrrolidin-1-yl)-N-((6-methylpyridin-2-yl)methyl)-1,3,4-thiadiazole-2-carboxamid CC1=CC=CC(=N1)CC(=O)NC1=CC=C(N=N1)C1CN(CC1)C1=NN=C(S1)C(=O)NCC1=NC(=CC=C1)C